C(C)(C)(C)[C@@H]1CC=2C=C3C(=NC2CC1)SC(=C3)C(=O)N[C@H](CC[NH+]3CCC1(CNC(O1)=O)CC3)C3=CC=C(C=C3)C3=CNC(C=C3)=O (6S)-6-tert-butyl-N-[(1R)-3-(2-oxo-1-oxa-3-aza-8-azoniaspiro[4.5]decan-8-yl)-1-[4-(6-oxo-1H-pyridin-3-yl)phenyl]propyl]-5,6,7,8-tetrahydrothieno[2,3-b]quinoline-2-carboxamide